CC1(OB(OC1(C)C)[C@H]1[C@@H](C1)C1=NC=CC=C1)C trans-2-(2-(4,4,5,5-tetramethyl-1,3,2-dioxaborolan-2-yl)cyclopropyl)pyridine